3,4-Dibromo-2-ethyl-thiophene BrC1=C(SC=C1Br)CC